5-bromo-1-((5-methyl-1,3,4-oxadiazol-2-yl)methyl)-2-oxo-1,2-dihydropyridine-4-carboxylic acid methyl ester COC(=O)C1=CC(N(C=C1Br)CC=1OC(=NN1)C)=O